8H-indeno[1,2-c]thiophen-8-one C1=C2C(=CS1)C=1C=CC=CC1C2=O